2-[2-(1-Chloro-cyclopropyl)-3-(2-chloro-phenyl)-2-hydroxy-propyl]-2,4-dihydro-3H-1,2,4-triazol-3-thion ClC1(CC1)C(CN1N=CNC1=S)(CC1=C(C=CC=C1)Cl)O